1-N'-(4-fluorophenyl)-1-N-[4-[7-(2-hydroxyethoxy)-6-(1,3-oxazol-2-yl)quinolin-4-yl]oxyphenyl]cyclopropane-1,1-dicarboxamide FC1=CC=C(C=C1)NC(=O)C1(CC1)C(=O)NC1=CC=C(C=C1)OC1=CC=NC2=CC(=C(C=C12)C=1OC=CN1)OCCO